ClC=1C(=CC=2SCC[C@@H]3N(C2N1)CCNC3)C (S)-2-chloro-3-methyl-6,7,7a,8,10,11-hexahydro-9H-pyrazino[1,2-d]pyrido[3,2-b][1,4]thiazepin